CC1=NC=CC2=C1CC(C2)CNCCC2=CN(C(O2)=O)C2=NC1=C(OCC(N1)=O)N=C2 6-[5-[2-[(1-methyl-6,7-dihydro-5H-cyclopenta[c]pyridin-6-yl)methylamino]ethyl]-2-oxo-1,3-oxazol-3-yl]-4H-pyrazino[2,3-b][1,4]oxazin-3-one